Cl.FC=1C=C2C(C=CN(C2=CC1F)C(C)C)=O 6,7-difluoro-1-(propan-2-yl)-1,4-dihydroquinolin-4-one hydrochloride